FC1=C(C(=O)[O-])C=C(C(=C1O)O)O fluorogallate